CN1S(N=C(C=C1C(=O)OC)C=1SC(=CN1)C)(=O)=O Methyl 2-methyl-5-(5-methylthiazol-2-yl)-2H-1,2,6-thiadiazine-3-carboxylate 1,1-dioxide